2-ethyl-1,1-dioxo-5-[(1r,4r)-4-(trifluoromethyl)cyclohexyl]-N-[6-(trifluoromethyl)pyridin-2-yl]-2H-1λ6,2,6-thiadiazine-3-carboxamide C(C)N1S(N=C(C=C1C(=O)NC1=NC(=CC=C1)C(F)(F)F)C1CCC(CC1)C(F)(F)F)(=O)=O